5-(((trans-3-(3-cyclopropyl-5-methyl-1H-pyrazolo[3,4-b]pyridin-1-yl)cyclobutyl)methyl)amino)-2-(2,6-dioxopiperidin-3-yl)isoindoline-1,3-dione C1(CC1)C1=NN(C2=NC=C(C=C21)C)[C@@H]2C[C@H](C2)CNC=2C=C1C(N(C(C1=CC2)=O)C2C(NC(CC2)=O)=O)=O